CC=1C=NN(C1C1=CC=2C(=CN=CC2)S1)C1=NC(=CC=C1)C 2-(4-methyl-1-(6-methylpyridin-2-yl)-1H-pyrazol-5-yl)thieno[2,3-c]pyridine